tert-butyl 4-[4-(4,4,5,5-tetramethyl-1,3,2-dioxaborolan-2-yl)-1H-pyrazol-1-yl]azepane-1-carboxylate CC1(OB(OC1(C)C)C=1C=NN(C1)C1CCN(CCC1)C(=O)OC(C)(C)C)C